(3-chloro-4-methoxyphenyl)-N-(phenyl(1-((2-(trimethylsilyl)ethoxy)methyl)-1H-imidazol-2-yl)methyl)-3-(triisopropylsilyl)propiolamide ClC=1C=C(C=CC1OC)N(C(C#C[Si](C(C)C)(C(C)C)C(C)C)=O)C(C=1N(C=CN1)COCC[Si](C)(C)C)C1=CC=CC=C1